boc-2-(4-aminophenyl)ethanol CC(C)(C)OC(=O)C(CC1=CC=C(C=C1)N)O